7-amino-4-methyl-2H-benzo[b][1,4]oxazin-3(4H)-one NC=1C=CC2=C(OCC(N2C)=O)C1